C1(=CC=CC=C1)COC1=CC=C(C=C1)OCC(=O)NCC(=O)NC1CCCC2=CC=CC=C12 N~2~-{({4-[(phenylmethyl)oxy]phenyl}oxy)acetyl}-N-(1,2,3,4-tetrahydronaphthalene-1-yl)glycinamide